1-(6-(Bromomethyl)pyridazin-4-yl)dihydropyrimidine-2,4(1H,3H)-dione BrCC1=CC(=CN=N1)N1C(NC(CC1)=O)=O